7-bromo-2-(8-fluoro-2-methylimidazo[1,2-a]pyridin-6-yl)-4H-pyrido[1,2-a][1,3,5]triazin-4-one BrC=1C=CC=2N(C(N=C(N2)C=2C=C(C=3N(C2)C=C(N3)C)F)=O)C1